N1C2=C(CCC1)CCC2=O 1,2,3,4,5,6-Hexahydro-7H-cyclopenta[b]pyridin-7-one